ClC=1C(=CC(=C(C1)C=1C(=CC(=CC1)F)C(=O)N)F)C(=O)NC=1C=NC(=C(C1)Cl)N1N=CC=N1 5'-chloro-N4'-(5-chloro-6-(2H-1,2,3-triazol-2-yl)pyridin-3-yl)-2',4-difluoro-[1,1'-biphenyl]-2,4'-dicarboxamide